N1,N1,N2-trimethyl-N2-(4-nitrophenyl)-ethane-1,2-diamine CN(CCN(C1=CC=C(C=C1)[N+](=O)[O-])C)C